9-(benzyloxy)-2-bromobenzo[4,5]imidazo[1,2-a]pyridine C(C1=CC=CC=C1)OC1=CC=CC=2N=C3N(C=C(C=C3)Br)C21